ClC1=CC(=C2C(=N1)C1(OCC2)COCC1)OCCN1C[C@@H](CC1)O (3R)-1-(2-((2'-chloro-4,5,5',6'-tetrahydro-2H-spiro[furan-3,8'-pyrano[3,4-b]pyridin]-4'-yl)oxy)ethyl)pyrrolidin-3-ol